C1CCC2=CC(=CC=C12)NC1=NC(=NC2=CC=C(C=C12)[N+](=O)[O-])C1=CC2=CC=CC=C2C=C1 N-(2,3-dihydro-1H-indene-5-yl)-2-(naphthalen-2-yl)-6-nitroquinazolin-4-amine